BrC1=CC=C(C=C1)[C@H](C(=O)O)CO (2S)-2-(4-Bromophenyl)-3-hydroxypropanoic acid